C=CN1CCCCCC1=O N-vinyl-epsilon-caprolactam